4-((3-(Cyclopropylethynyl)-1,6-dimethyl-1H-pyrazolo[3,4-d]pyrimidin-4-yl)aminomethyl)benzenesulfonamide C1(CC1)C#CC1=NN(C2=NC(=NC(=C21)NCC2=CC=C(C=C2)S(=O)(=O)N)C)C